hexylnonyl 8-bromo-2,2-dimethyl-octanoate BrCCCCCCC(C(=O)OC(CCCCCCCC)CCCCCC)(C)C